BrC=1C=2N(C(=NC1)N1CCC3([C@@H]([C@@H](OC3)C)N)CC1)C=CN2 (3S,4S)-8-{8-bromoimidazo[1,2-c]pyrimidin-5-yl}-3-methyl-2-oxa-8-azaspiro[4.5]decan-4-amine